N-(9-((2R,3R,4R,5R)-5-(azidomethyl)-3,4-di((tert-butyldimethylsilyl)oxy)tetrahydrofuran-2-yl)-9H-purin-6-yl)benzamide N(=[N+]=[N-])C[C@@H]1[C@H]([C@H]([C@@H](O1)N1C2=NC=NC(=C2N=C1)NC(C1=CC=CC=C1)=O)O[Si](C)(C)C(C)(C)C)O[Si](C)(C)C(C)(C)C